α-L-Guluronat O[C@H]1[C@@H](O)[C@@H](O)[C@H](O)[C@@H](O1)C(=O)[O-]